C1CC12N(CCCC2)C=2N=C(C1=C(N2)N=CC=C1)NCC=1C(=NC=CC1)C(F)(F)F 2-(4-azaspiro[2.5]octan-4-yl)-N-((2-(trifluoromethyl)pyridin-3-yl)methyl)pyrido[2,3-d]pyrimidin-4-amine